N-(2-chlorophenyl)-4-((2-((4-(((1r,4r)-4-(2-(4-(4-(2,6-dioxopiperidin-3-yl)phenyl)piperazin-1-yl)ethyl)cyclohexyl)carbamoyl)phenyl)amino)-5-fluoropyrimidin-4-yl)amino)benzamide ClC1=C(C=CC=C1)NC(C1=CC=C(C=C1)NC1=NC(=NC=C1F)NC1=CC=C(C=C1)C(NC1CCC(CC1)CCN1CCN(CC1)C1=CC=C(C=C1)C1C(NC(CC1)=O)=O)=O)=O